ethyl-2-bromo-4-(trifluorometh-yl)benzoate C(C)OC(C1=C(C=C(C=C1)C(F)(F)F)Br)=O